1,3-dihydrobenzo[c]thiophene-2-oxide C1S(CC2=C1C=CC=C2)=O